thexyl-dimethyl-chlorosilane C(C)(C)(C(C)C)[Si](Cl)(C)C